C1(CCCC1)[Si](C)(C)OC cyclopentyl-methoxydimethylsilane